(4'-tert-butyl-biphenyl-4-yloxy)aniline C(C)(C)(C)C1=CC=C(C=C1)C1=CC=C(C=C1)ONC1=CC=CC=C1